methyltris(ethoxymethoxy)silane C[Si](OCOCC)(OCOCC)OCOCC